NC1=NC=CC2=C1C(=NN2C(C)C)C=2NC1=CC(=CC=C1C2Cl)C(=O)NC 2-[4-amino-1-(propan-2-yl)-1H-pyrazolo[4,3-c]pyridin-3-yl]-3-chloro-N-methyl-1H-indole-6-carboxamide